tert-butyl (S)-2-[[[3-[N'-(2-chlorophenyl)carbamimidoyl]-6-(6-methoxy-4-methylpyridin-3-yl)pyrrolo[1,2-b]pyridazin-4-yl]amino]methyl]pyrrolidine-1-carboxylate ClC1=C(C=CC=C1)N=C(N)C1=C(C=2N(N=C1)C=C(C2)C=2C=NC(=CC2C)OC)NC[C@H]2N(CCC2)C(=O)OC(C)(C)C